C(#N)C=1C=NN(C1C12CC(C1)(C2)C(=O)O)C 3-(4-cyano-1-methyl-1H-pyrazol-5-yl)bicyclo[1.1.1]pentane-1-carboxylic acid